(2R,3S)-2-(3-(5,6-difluoro-1H-benzo[d]imidazol-1-yl)propyl)piperidin-3-ol dihydrochloride Cl.Cl.FC1=CC2=C(N(C=N2)CCC[C@H]2NCCC[C@@H]2O)C=C1F